C(#N)C1=CC=C(C=C1)C1=NOC(=N1)N1CCC(CC1)C(=O)OC Methyl 1-(3-(4-cyanophenyl)-1,2,4-oxadiazol-5-yl)piperidine-4-carboxylate